FC(C=1C=C(C=C(C1)C(F)(F)F)[Ga])(F)F [3,5-bis(trifluoromethyl)phenyl]gallium